COC(=O)C1=CC=NC2=CC(=CC=C12)COC(F)(F)F 7-((Trifluoromethoxy)methyl)quinoline-4-carboxylic acid methyl ester